ethyl 6-(N-(1-cyanocyclopropyl)sulfamoyl)-8-fluoroimidazo[1,2-a]pyridine-3-carboxylate C(#N)C1(CC1)NS(=O)(=O)C=1C=C(C=2N(C1)C(=CN2)C(=O)OCC)F